C1(CC1)OCCNC(C1=NC=C(C=C1)N1CCNCC1)=O N-(2-cyclopropoxyethyl)-5-(piperazin-1-yl)picolinamide